C1(=CC=CC=C1)CCCC1=NOC(=N1)[C@H]1N(CC2(CC2)C1)S(=O)(=O)C 3-(3-phenylpropyl)-5-{(6S)-5-methanesulfonyl-5-azaspiro[2.4]hept-6-yl}-1,2,4-oxadiazole